F[B-](F)(F)F.[PH4+].FC(S1C2=C(C3=C1C=CC=C3)C=CC=C2)(F)F S-(trifluoromethyl)-dibenzothiophene phosphonium tetrafluoroborate